(Z)-1-(3-(5-ethoxy-2-propylphenyl)-4-oxothiazolidin-2-ylidene)-3-(2-fluoro-4-(1-(4-(trifluoromethoxy)phenyl)-1H-1,2,4-triazol-3-yl)phenyl)urea C(C)OC=1C=CC(=C(C1)N1/C(/SCC1=O)=N/C(=O)NC1=C(C=C(C=C1)C1=NN(C=N1)C1=CC=C(C=C1)OC(F)(F)F)F)CCC